C(C)(C)(C)OC(=O)N1C[C@H](CC1)CNC1=C(C=C(C=C1OC)C(=O)OC)N (R)-3-(((2-amino-6-methoxy-4-(methoxycarbonyl)phenyl)amino)methyl)pyrrolidine-1-carboxylic acid tert-butyl ester